phenyl (4-methyl-3-(morpholinomethyl)-5-(trifluoromethoxy)phenyl)carbamate CC1=C(C=C(C=C1OC(F)(F)F)NC(OC1=CC=CC=C1)=O)CN1CCOCC1